C[SiH2]C Dimethyl-silicon hydride